FC1(CN(C[C@@H]1OC1=NC(=NC=C1)C(F)(F)F)C=1C=2N(N=C(C1)C=1C(=NC(=NC1)OC)OC)C(=CN2)F)F (S)-8-(3,3-difluoro-4-((2-(trifluoromethyl)pyrimidin-4-yl)oxy)pyrrolidin-1-yl)-6-(2,4-dimethoxypyrimidin-5-yl)-3-fluoroimidazo[1,2-b]pyridazine